(R)-5-(4-(1-(5-(aminomethyl)-2-methylbenzamido)ethyl)quinolin-2-yl)-N,N-dimethyl-1H-pyrrole-3-carboxamide NCC=1C=CC(=C(C(=O)N[C@H](C)C2=CC(=NC3=CC=CC=C23)C2=CC(=CN2)C(=O)N(C)C)C1)C